CC(=O)OC1CC2C(CC1)O2 4-epoxycyclohexyl methyl-carboxylate